COC1=CC=C(C=N1)C1=CNC2=NC=C(C=C21)C2=CC=C(CN1CCC3(CN(C3)C)CC1)C=C2 7-(4-(3-(6-methoxypyridin-3-yl)-1H-pyrrolo[2,3-b]pyridin-5-yl)benzyl)-2-methyl-2,7-diazaspiro[3.5]nonane